ClC1=CC=C(C=C1)CC(C)=O 1-(4-chlorophenyl)-2-propanone